FC=1C=C2C(=CNC2=C(C1)F)CCN(CC=C)C N-(2-(5,7-difluoro-1H-indol-3-yl)ethyl)-N-methylprop-2-en-1-amine